2-(7-((2S,5R)-2,5-dimethyl-4-(1-(quinoxalin-6-yl)ethyl)piperazin-1-yl)-4-methyl-5-oxo-4,5-dihydrothiazolo[5,4-b]pyridin-2-yl)acetonitrile C[C@@H]1N(C[C@H](N(C1)C(C)C=1C=C2N=CC=NC2=CC1)C)C=1C2=C(N(C(C1)=O)C)SC(=N2)CC#N